(E)-1-(4-chlorophenyl)-3-(1-(3-nitro-1H-indol-1-yl)cyclopropyl)prop-2-en-1-one ClC1=CC=C(C=C1)C(\C=C\C1(CC1)N1C=C(C2=CC=CC=C12)[N+](=O)[O-])=O